C(C)(C)(C)OC(=O)N1[C@@H](C[C@H](C1)O)C(N[C@@H](C)C1=C(C=C(C=C1)C#C)Cl)=O.C(C1=CC=CC=C1)OC=1C=C(C=CC2=CN=CS2)C=C(C1C(C)C)OCC1=CC=CC=C1 5-(3,5-bis(benzyloxy)-4-isopropylstyryl)thiazole tert-butyl-(2S,4R)-2-[[(1S)-1-(2-chloro-4-ethynyl-phenyl)ethyl]carbamoyl]-4-hydroxy-pyrrolidine-1-carboxylate